[(1S,5S)-3-methyl-4-oxo-3-azabicyclo[3.1.0]hexan-1-yl]methyl benzoate C(C1=CC=CC=C1)(=O)OC[C@@]12CN(C([C@H]2C1)=O)C